carboxyoxyoxygen C(=O)(O)O[O]